COC(C(C(C)=O)C1=C(C=C(C=C1F)F)F)=O 3-oxo-2-(2,4,6-trifluorophenyl)butanoic acid methyl ester